C(#N)C1=CN=C2N1N=C(C=C2)C=2C=CC(=C(C2)NC(=O)N2OCC[C@H]2C2=CC=CC=C2)C (S)-N-(5-(3-cyanoimidazo[1,2-b]pyridazin-6-yl)-2-methylphenyl)-3-phenylisoxazolidine-2-carboxamide